2-(8-fluoro-6-(4,4,5,5-tetramethyl-1,3,2-dioxaborolan-2-yl)quinolin-3-yl)propan-2-ol FC=1C=C(C=C2C=C(C=NC12)C(C)(C)O)B1OC(C(O1)(C)C)(C)C